[C@@H]1([C@H](O)[C@H](O)[C@H](O1)CO)N1N=C(N=C1)C(=O)N 1-(β-D-ribofuranosyl)-1H-1,2,4-triazole-3-carboxamide